CC=1C(=CC=C2C=CC=NC12)C1=CC=C(C=C1)C(C1CCN(CC1)C(=O)[C@@H]1OCCC1)OCCCN1CCOCC1 (4-[[4-(8-methylquinolin-7-yl)-phenyl]-(3-morpholin-4-yl-propoxy)-methyl]-piperidin-1-yl)-(R)-tetrahydrofuran-2-yl-methanone